The molecule is a phenyl sulfate oxoanion that is the conjugate base of p-cresol sulfate, obtained by deprotonation of the sulfate group; major species at pH 7.3. It has a role as a human metabolite, a uremic toxin and a gut flora metabolite. It is a conjugate base of a p-cresol sulfate. CC1=CC=C(C=C1)OS(=O)(=O)[O-]